[Te+2].C(CC)(=O)[O-].C(CC)(=O)[O-].[I+].[I+] di-iodine dipropionate tellurium